FC1=C(C(=CC(=C1)OCCN1CC(C1)CF)F)[C@H]1N([C@H](CC2=C1NC1=CC=CC=C21)CC)CC(C)(C)F (1R,3S)-1-(2,6-difluoro-4-(2-(3-(fluoromethyl)azetidin-1-yl)ethoxy)phenyl)-3-ethyl-2-(2-fluoro-2-methylpropyl)-2,3,4,9-tetrahydro-1H-pyrido[3,4-b]indole